2,3,4-tris(trifluoromethyl)phenol FC(C1=C(C=CC(=C1C(F)(F)F)C(F)(F)F)O)(F)F